The molecule is an icosadienoate obtained by deprotonation of the carboxy group of (8Z,11Z)-icosadienoic acid; major species at pH 7.3. It is a conjugate base of an (8Z,11Z)-icosadienoic acid. CCCCCCCC/C=C\\C/C=C\\CCCCCCC(=O)[O-]